(3a,4a)-4-Methyl-stigmast-22-en-3-ol C[C@H]1C2CC[C@H]3[C@@H]4CC[C@H]([C@@H](C=C[C@@H](CC)C(C)C)C)[C@]4(CC[C@@H]3[C@]2(CC[C@H]1O)C)C